2-(benzyloxycarbonylamino)acetic acid tert-butyl-N-[[(2S)-2-(benzyloxycarbonylamino)-4-methyl-pentanoyl]amino]carbamate C(C)(C)(C)OC(NNC([C@H](CC(C)C)NC(=O)OCC1=CC=CC=C1)=O)=O.C(C1=CC=CC=C1)OC(=O)NCC(=O)O